CC12C3CCC4(CCCC4=C3CC(C2CCCC1)=O)C 10,13-dimethyl-2,3,4,5,9,11,12,15,16,17-decahydro-1H-cyclopenta[a]phenanthren-6-one